4-(3-(tritylthio)propyl)thiomorpholine C(C1=CC=CC=C1)(C1=CC=CC=C1)(C1=CC=CC=C1)SCCCN1CCSCC1